4-((N-(3-bromophenyl)-3-fluorobicyclo[1.1.1]pentane-1-carboxamido)methyl)bicyclo[2.2.2]octane-1-carboxamide BrC=1C=C(C=CC1)N(C(=O)C12CC(C1)(C2)F)CC21CCC(CC2)(CC1)C(=O)N